4-methoxy-3,5-dimethylbenzeneboronic acid COC1=C(C=C(C=C1C)B(O)O)C